ethoxycarbonyl lactate C(C(O)C)(=O)OC(=O)OCC